[3-(4-hydroxybutoxy)-4-(4-methylpiperazin-1-yl)phenyl]amino-6-methyl-5-[2-(triisopropylsilyl)ethynyl]-8H-pyrido[2,3-d]pyrimidin-7-one OCCCCOC=1C=C(C=CC1N1CCN(CC1)C)NC=1N=CC2=C(N1)NC(C(=C2C#C[Si](C(C)C)(C(C)C)C(C)C)C)=O